(R)-3-{3-[2-(2-Azido-1,1-dimethyl-ethoxy)-2'-fluoro-5'-methoxy-biphenyl-4-ylmethoxy]-phenyl}-3-cyclopropyl-propionic acid methyl ester COC(C[C@H](C1CC1)C1=CC(=CC=C1)OCC1=CC(=C(C=C1)C1=C(C=CC(=C1)OC)F)OC(CN=[N+]=[N-])(C)C)=O